C(C)(C)(C)OC(=O)N1C(CCC1)C(=O)N1CCC(CC1)C(C1=C(C=C(C(=C1)Cl)Cl)O)=O [4-(4,5-dichloro-2-hydroxybenzoyl)piperidine-1-carbonyl]Pyrrolidine-1-carboxylic acid tert-butyl ester